CN1CC2=CC(=CC(=C2CC1)C)C=1N=C2C(=NC1)NC=C2C2=CC(=C(C(=O)N(C)CC(C)(C)O)C=C2)C 4-(2-(2,5-dimethyl-1,2,3,4-tetrahydroisoquinolin-7-yl)-5H-pyrrolo[2,3-b]pyrazin-7-yl)-N-(2-hydroxy-2-methylpropyl)-N,2-dimethylbenzamide